N-(6-bromo-7-chloroisoquinolin-3-yl)-1-methyl-1H-pyrazole-4-carboxamide BrC=1C=C2C=C(N=CC2=CC1Cl)NC(=O)C=1C=NN(C1)C